2-[2-fluoro-4-((2S or R)-2-morpholinopropoxy)phenyl]acetic acid FC1=C(C=CC(=C1)OC[C@H](C)N1CCOCC1)CC(=O)O |o1:9|